CC1=C(C2=C(N=CS2)C=C1)S(=O)(=O)[O-] 6-methyl-7-sulfonato-1,3-benzothiazol